(tert-Butoxycarbonyl)-O-(cyclohex-2-en-1-yl)-D-homoserine methyl ester COC([C@H](NC(=O)OC(C)(C)C)CCOC1C=CCCC1)=O